fluorophosphoric acid vanadium lithium [Li].[V].P(O)(O)(=O)F